6-bromo-2-((5-chloropyridin-2-yl)methyl)-3-(3,4-difluorophenyl)-3-((1-(hydroxy(2H2)methyl)cyclopropyl)(2H2)methoxy)isoindolin-1-one BrC1=CC=C2C(N(C(C2=C1)=O)CC1=NC=C(C=C1)Cl)(OC([2H])([2H])C1(CC1)C([2H])([2H])O)C1=CC(=C(C=C1)F)F